CNC(CCNC1=C(C=C(C=C1)C1=CC=CC=C1)C1=NN(C=C1)CC=1C=NC=CC1)=O N-methyl-3-((3-(1-(pyridin-3-ylmethyl)-1H-pyrazol-3-yl)-[1,1'-biphenyl]-4-yl)amino)-propanamide